muconic acid C(\C=C\C=C\C(=O)O)(=O)O